(5-{[2-(4-isopropylphenyl)imidazo[1,2-a]pyrimidin-3-yl]methyl}-2,5-diazabicyclo[2.2.2]oct-2-yl)(6-methoxy-3-methylpyridin-2-yl)methanone C(C)(C)C1=CC=C(C=C1)C=1N=C2N(C=CC=N2)C1CN1C2CN(C(C1)CC2)C(=O)C2=NC(=CC=C2C)OC